C1(CC1)NC1=NCC(=C2N1C=CC(=C2)C(F)(F)F)C2=C(C(=C(C=C2)F)O)F 1-(Cyclopropylamino)-4-(2,4-difluoro-3-hydroxyphenyl)-6-(trifluoromethyl)-3H-pyrido[1,2-c]pyrimidine